BrC1=NN2C(N(C(CC2)=O)CC2=CC=C(C=C2)C=2N(C=C(N2)C(F)(F)F)COCC[Si](C)(C)C)=C1 2-bromo-4-(4-(4-(trifluoromethyl)-1-((2-(trimethylsilyl)ethoxy)methyl)-1H-imidazol-2-yl)benzyl)-6,7-dihydropyrazolo[1,5-a]pyrimidin-5(4H)-one